C12(C(CC(CC1)C2(C)C)C(=O)O)C camphanic acid